N1CC(CC1)N1CCC(CC1)N1N=CC(=C1)C1=NC2=CC=CC=C2N=C1 2-[1-(1-pyrrolidin-3-yl-4-piperidyl)pyrazol-4-yl]quinoxaline